ClC=1C=C2C(=NC1OC)C(=C(N2C)C=2NC(=NN2)[C@H](C)O)N2C=NC=C2 (S)-1-(5-(6-chloro-3-(1H-imidazol-1-yl)-5-methoxy-1-methyl-1H-pyrrolo[3,2-b]-pyridin-2-yl)-4H-1,2,4-triazol-3-yl)ethan-1-ol